2-methanesulfonyl-2-[5-(4,4,5,5-tetramethyl-1,3,2-dioxaborolan-2-yl)-3-(trifluoromethyl)pyridin-2-yl]propan-1-ol CS(=O)(=O)C(CO)(C)C1=NC=C(C=C1C(F)(F)F)B1OC(C(O1)(C)C)(C)C